6-(aminomethyl)-methoxyisoquinolin-1-amine NCC=1C=C2C=C(N=C(C2=CC1)N)OC